C1(=NN=CC2=CC=CC=C12)NC12CC(C1)(C2)C(C(=O)N)C 2-{3-[(phthalazin-1-yl)amino]bicyclo[1.1.1]pentan-1-yl}propanamide